(1S,2S)-N-(6-(7-(1-aminopropan-2-yl)-6-fluoro-5-(trifluoromethyl)-1H-indazol-4-yl)imidazo[1,2-a]pyrazin-2-yl)-2-fluorocyclopropane-1-carboxamide formate C(=O)O.NCC(C)C=1C(=C(C(=C2C=NNC12)C=1N=CC=2N(C1)C=C(N2)NC(=O)[C@H]2[C@H](C2)F)C(F)(F)F)F